ClC1=NC2=CC=NC=C2C(=C1)OCC1=CC=C(C=C1)OC 2-chloro-4-[(4-methoxyphenyl)methoxy]-1,6-naphthyridine